N-(3'-(3-formyl-1,7-naphthyridin-8-ylamino)-2,2'-dimethylbiphenyl-3-yl)-1,5-dimethyl-4,5,6,7-tetrahydro-1H-imidazo[4,5-c]pyridine-2-carboxamide C(=O)C=1C=NC2=C(N=CC=C2C1)NC=1C(=C(C=CC1)C1=C(C(=CC=C1)NC(=O)C=1N(C2=C(CN(CC2)C)N1)C)C)C